1-(pyridin-3-yl)piperidin-3-amine N1=CC(=CC=C1)N1CC(CCC1)N